CC1(N(C1)S(=O)(=O)C1=C(C=CC=C1)[N+](=O)[O-])C 2,2-Dimethyl-1-(2-nitrobenzenesulfonyl)-aziridine